4-cyano-N-(3,3-difluoropiperidin-4-yl)-2-methyl-5-((2-(trifluoromethyl)pyridin-3-yl)methoxy)-benzofuran-3-carboxamide C(#N)C1=C(C=CC2=C1C(=C(O2)C)C(=O)NC2C(CNCC2)(F)F)OCC=2C(=NC=CC2)C(F)(F)F